C(CCC)OC(=O)N(C1=C(C=CC=C1)C(C(=O)OCC(CCCC)CC)C)CCC 2-ethylhexyl 2-(2-((butoxy carbonyl)(propyl)amino)phenyl)propanoate